tert-butyl N-[4-[(2R)-8-[[(1R)-1-[2-fluoro-3-(trifluoromethyl)phenyl]ethyl]carbamoyl]-2-methyl-2,3-dihydroimidazo[1,2-a]pyridin-6-yl]cyclohex-3-en-1-yl]carbamate FC1=C(C=CC=C1C(F)(F)F)[C@@H](C)NC(=O)C=1C=2N(C=C(C1)C1=CCC(CC1)NC(OC(C)(C)C)=O)C[C@H](N2)C